C(C)(=O)N1CCC(CC1)NC(=S)N 1-(1-acetylpiperidin-4-yl)thiourea